8-(pyridine-2-ylmethyl)-2-(quinolin-3-ylmethyl)hexahydro-2H-pyrazino[1,2-a]pyrazine-6,9-dione N1=C(C=CC=C1)CN1C(C2N(CCN(C2)CC=2C=NC3=CC=CC=C3C2)C(C1)=O)=O